OC1=C2C(C=C(NC2=C(C(=C1)O)OC)C1=CC=CC=C1)=O 5,7-dihydroxy-8-methoxy-2-phenylquinolin-4(1H)-one